N[C@H]1CS(C2=C(N(C1=O)CC1=CC=C(C=C1)Cl)C=C(C=C2)C2=NC(=NO2)CC)(=O)=O (3R)-3-amino-5-[(4-chlorophenyl)methyl]-7-(3-ethyl-1,2,4-oxadiazol-5-yl)-1,1-dioxo-2,3-dihydro-1λ6,5-benzothiazepine-4-one